N1C=CC2=CC=C(C=C12)NC(NC(CC(=O)N(C)CCOC)C1=CC2=C(SCCN2CC2=CC=CC=C2)C=C1)=O 3-(3-(1H-indol-6-yl)ureido)-3-(4-benzyl-3,4-dihydro-2H-benzo[b][1,4]thiazin-6-yl)-N-(2-methoxyethyl)-N-methylpropanamide